sodium saccharin salt S1(=O)(=O)NC(=O)C2=CC=CC=C12.[Na]